C1(=CC=CC=C1)/C=C/C(=O)OC(CCC=C(C)C)(C=C)C 1,5-dimethyl-1-vinyl-4-hexenyl (E)-3-phenylpropenoate